4',4'-dimethyl-6-[3-(pyridin-4-yl)-1,2,4-oxadiazol-5-yl]-3,4-dihydrospiro[1-benzopyran-2,1'-cyclohexane]-4-one CC1(CCC2(CC1)OC1=C(C(C2)=O)C=C(C=C1)C1=NC(=NO1)C1=CC=NC=C1)C